C(N)(=O)C=1C=C(C(=C(OCCCOC=2C=C(C(=O)OCC)C=C(C2Cl)[N+](=O)[O-])C1)Cl)[N+](=O)[O-] Ethyl 3-(3-(5-carbamoyl-2-chloro-3-nitrophenoxy)propoxy)-4-chloro-5-nitrobenzoate